tert-butyl 2-(4-(4-(4-(hydroxyamino)butyl)phenyl)-2,3,9-trimethyl-6H-thieno[3,2-f][1,2,4]triazolo[4,3-a][1,4]diazepin-6-yl)acetate ONCCCCC1=CC=C(C=C1)C1=NC(C=2N(C3=C1C(=C(S3)C)C)C(=NN2)C)CC(=O)OC(C)(C)C